NC1=CC=C(C(=C1)C1=CC=CC=C1)O 5-amino-[1,1'-biphenyl]-2-ol